CN1N=C(C(=C1)C)N 1,4-dimethylpyrazole-3-amine